C1(=CC=CC2=CC=CC=C12)C1=CC2=CC=C3C=CC4=CC=C5C=CC6=CC=C1C1=C6C5=C4C3=C21 1-(naphthalen-1-yl)coronene